FC=1C=CC=2N(C1)C=C(N2)C(=O)N 6-fluoroimidazo[1,2-a]pyridine-2-carboxamide